C=1(C(CC=CC1)(S)S)C1=CC=CC=C1 biphenyl-2,2-dithiol